cyclopentadienylbis[2,6-difluoro-3-(pyrrol-1-yl)phenyl]titanium (IV) C1(C=CC=C1)[Ti+](C1=C(C(=CC=C1F)N1C=CC=C1)F)C1=C(C(=CC=C1F)N1C=CC=C1)F